NC1=CC(=C2C(N(CCCCC[C@@](C3=NN=C(C1=N2)O3)(C(F)(F)F)O)CC3=CC(=C(C=C3)C(F)(F)F)OC)=O)C(F)(F)F (6R)-17-amino-6-hydroxy-12-[[3-methoxy-4-(trifluoromethyl)phenyl]methyl]-6,15-bis(trifluoromethyl)-19-oxa-3,4,12,18-tetrazatricyclo[12.3.1.12,5]nonadeca-1(18),2,4,14,16-pentaen-13-one